1-(2-ethylhexyl)carbonylethyl-2-methylimidazole C(C)C(CC(=O)C(C)C=1N=C(NC1)C)CCCC